C(C(C)(C)C)(=O)[Sr]C(C(C)(C)C)=O bis-pivaloyl-strontium